2-Oxoethyl (2-acetamido-2-deoxy-4-O-methyl-α-L-altropyranosyluronic acid)-(1→3)-2-acetamido-4-amino-2,4,6-trideoxy-β-D-galactopyranoside C(C)(=O)N[C@H]1[C@@H](O[C@H]([C@@H]([C@@H]1O)OC)C(=O)O)O[C@@H]1[C@H]([C@H](OCC=O)O[C@@H]([C@@H]1N)C)NC(C)=O